[Rh](Cl)(Cl)Cl.C(=O)(P(C1=CC=CC=C1)(C1=CC=CC=C1)C1=CC=CC=C1)P(C1=CC=CC=C1)(C1=CC=CC=C1)C1=CC=CC=C1.[Rh+] rhodium (I) carbonylbis(triphenylphosphine) rhodium chloride